BrCC(=O)C=1OC2=C(C1)C(=CC(=C2)F)OCC=2N=C(SC2)C2=CC=CC=C2 2-bromo-1-(6-fluoro-4-((2-phenylthiazol-4-yl)methoxy)benzofuran-2-yl)ethanone